ClC=1C=C(C=CC1F)C(NC(=O)[C@H]1NC(NC1)=O)C1=CC(=C(C=C1)F)Cl (S)-N-(bis(3-chloro-4-fluorophenyl)methyl)-2-oxoimidazolidine-4-carboxamide